methyl 2-(((5-bromopyridin-2-yl)methyl)(1-(3-fluoropyridin-2-yl)ethyl)amino)-2-oxoacetate BrC=1C=CC(=NC1)CN(C(C(=O)OC)=O)C(C)C1=NC=CC=C1F